7-fluoro-4-(8-fluoro-2-(((2R,7aS)-2-fluorotetrahydro-1H-pyrrolizin-7a(5H)-yl)methoxy)-4-(pyrrolidin-1-yl)-6-(trifluoromethyl)quinazolin-7-yl)benzo[d]thiazol-2-amine FC1=CC=C(C=2N=C(SC21)N)C2=C(C=C1C(=NC(=NC1=C2F)OC[C@]21CCCN1C[C@@H](C2)F)N2CCCC2)C(F)(F)F